FC=1C(=NC(=NC1)NC1=CC=C(C=N1)N1CCN(CC1)C(=O)OC(C)(C)C)C=1C=C2C(=CC=NC2=C(C1)F)C(C)O Tert-butyl 4-(6-((5-fluoro-4-(8-fluoro-4-(1-hydroxyethyl)quinolin-6-yl)pyrimidin-2-yl)amino)pyridin-3-yl)piperazine-1-carboxylate